FC1([C@H](C12CCN(CC2)S(=O)(=O)N)C2=NOC(=N2)C2=CC(=NC=C2)OC(C)C)F (2R)-1,1-difluoro-2-{5-[2-(propane-2-oxy)pyridin-4-yl]-1,2,4-oxadiazol-3-yl}-6-azaspiro[2.5]octane-6-sulfonamide